O=C1NC(CCC1N1C(C=2C(=CC=C(C2C1)C#N)C(F)(F)F)=O)=O 2-(2,6-dioxopiperidin-3-yl)-1-oxo-7-(trifluoromethyl)isoindoline-4-carbonitrile